1-[6-[5-ethyl-3-methyl-4-oxo-6-(trifluoromethyl)imidazo[4,5-c]pyridin-2-yl]-5-[(R)-ethylsulfinyl]-3-pyridyl]cyclopropanecarbonitrile C(C)N1C(C2=C(C=C1C(F)(F)F)N=C(N2C)C2=C(C=C(C=N2)C2(CC2)C#N)[S@](=O)CC)=O